difluoromethyl-N-(4-fluorophenyl)acetyl-hydrazonochloride FC(F)N(N(Cl)Cl)C(CC1=CC=C(C=C1)F)=O